1-fluoroheptadecan-9-yl 8-((3-hydroxypropyl)(8-(nonyloxy)-8-oxooctyl)amino)octanoate OCCCN(CCCCCCCC(=O)OC(CCCCCCCCF)CCCCCCCC)CCCCCCCC(=O)OCCCCCCCCC